C1(CC1)CN1C(=CC=2C1=NC(=CC2)O)C=2N=C1N(C(=CC(=C1)C(=O)N1C3C(CC1CC3)NC(OC(C)(C)C)=O)OC)C2C tert-butyl N-[7-[2-[1-(cyclopropylmethyl)-6-hydroxy-pyrrolo[2,3-b]pyridin-2-yl]-5-methoxy-3-methyl-imidazo[1,2-a]pyridine-7-carbonyl]-7-azabicyclo[2.2.1]heptan-2-yl]carbamate